4-oxo-1,5-naphthyridin O=C1CC=NC2=CC=CN=C12